6-(Difluoromethyl)-5-[4-[(2-ethyl-5-fluoro-3-oxo-4H-quinoxalin-6-yl)methyl]piperazin-1-yl]-N-methyl-pyridine-2-carboxamide FC(C1=C(C=CC(=N1)C(=O)NC)N1CCN(CC1)CC=1C(=C2NC(C(=NC2=CC1)CC)=O)F)F